C(CCCCCCCCCCCCCCCCC)OC(C(CCCCCCCCCCCCCCCC)CCCCCCCCCCCCCCCCCC)=O octadecyl-octadecanoic acid octadecyl ester